Ethyl (S)-5-((5-chloro-2-((7-(pyrrolidin-1-yl)-6,7,8,9-tetrahydro-5H-benzo[7]annulen-2-yl)-amino)pyrimidin-4-yl)amino)thiazole-4-carboxylate ClC=1C(=NC(=NC1)NC=1C=CC2=C(CC[C@H](CC2)N2CCCC2)C1)NC1=C(N=CS1)C(=O)OCC